FC(C1=NC(=NO1)C=1C=CC=2N(C1)C=C(N2)CNC(C2=CN=CC=C2)=O)(F)F N-((6-(5-(trifluoromethyl)-1,2,4-oxadiazol-3-yl)imidazo[1,2-a]pyridin-2-yl)methyl)nicotinamide